5-((1R*,2R)-2-(hydroxymethyl)cyclopropyl)-N3-methyl-1-((S)-1-phenylethyl)-1H-pyrazole-3,5-dicarboxamide OC[C@H]1[C@@H](C1)C1(C=C(NN1[C@@H](C)C1=CC=CC=C1)C(=O)NC)C(=O)N |o1:3|